C(CCCS(=O)(=O)[O-])S(=O)(=O)[O-] butanedisulfonic acid anion